O=C(C(=O)NCC(=O)[O-])C1N(CCC1)C(CNC(=O)C1=CC=NC2=CC=CC=C12)=O (2-oxo-2-(1-((quinoline-4-carbonyl)glycyl)pyrrolidin-2-yl)acetyl)glycinate